(2S,3S)-2,3-Diaminobutyric acid N[C@H](C(=O)O)[C@H](C)N